NC1CN(C1)C1=C(C=C(C=N1)CC1=CN=C2C(=NC(=NN21)OCCCC)N)C 7-((6-(3-Aminoazetidin-1-yl)-5-methylpyridin-3-yl)methyl)-2-butoxyimidazo[2,1-f][1,2,4]triazin-4-amine